(2-(4-benzylthiazol-2-yl)-1,1-dioxidothiomorpholino)(4-bromo-3-chlorophenyl)methanone C(C1=CC=CC=C1)C=1N=C(SC1)C1S(CCN(C1)C(=O)C1=CC(=C(C=C1)Br)Cl)(=O)=O